NC1=C(C=2C(=NC(=C3C2OCC3)OC3C2CCN(CC2)C3)N1C1=C(C(=CC=C1C)O)C)C(=O)N 7-Amino-6-(3-hydroxy-2,6-dimethylphenyl)-4-(4-azabicyclo[2.2.2]oct-7-yloxy)-2,3-dihydrofuro[2,3-d]pyrrolo[2,3-b]pyridine-8-carboxamide